CC1=NN=C(O1)C(=O)[O-].[K+] Potassium 5-methyl-1,3,4-oxadiazole-2-carboxylate